C1(=CCCCC1)C1=CC=C(C=N1)N 6-(cyclohex-1-en-1-yl)pyridin-3-amine